3-(3-Acrylamido-4-methylphenyl)-2-(4-(4-methylpiperazin-1-yl)phenyl)-1H-pyrrolo[2,3-b]pyridin C(C=C)(=O)NC=1C=C(C=CC1C)C1=C(NC2=NC=CC=C21)C2=CC=C(C=C2)N2CCN(CC2)C